4-(trifluoromethyl)-6-(2-(trimethylsilyl)ethoxy)nicotinic acid methyl ester COC(C1=CN=C(C=C1C(F)(F)F)OCC[Si](C)(C)C)=O